NCCOCCOCCOCCN(C(OCC1=CC=CC=C1)=O)C benzyl N-[2-[2-[2-(2-aminoethoxy)ethoxy]ethoxy]ethyl]-N-methyl-carbamate